BrC=1C=CC(=NC1)C(C)(C)F 5-bromo-2-(2-fluoropropan-2-yl)pyridine